C(=O)[C@@H]1N([C@H](CC1)C1=CC=C(C=C1)OC)C(=O)OC(C)(C)C tert-butyl (2R,5R)-2-formyl-5-(4-methoxy-phenyl)pyrrolidine-1-carboxylate